7-((3-(difluoromethyl)-6-vinylpyridin-2-yl)oxy)-2-azaspiro[3.5]Nonane-2-carboxylic acid FC(C=1C(=NC(=CC1)C=C)OC1CCC2(CN(C2)C(=O)O)CC1)F